FC=1C=C(C#N)C=C(C1OC(F)(F)F)F 3,5-difluoro-4-trifluoromethoxybenzonitrile